CC1(CCN(CC1)C=1N(C(C2=CC(=CC(=C2C1)C(C)O)C)=O)CC)C 3-(4,4-dimethylpiperidin-1-yl)-2-ethyl-5-(1-hydroxyethyl)-7-methylisoquinolin-1-one